ClC1=NC(=C2C(N1)=NC=C2)NC 2-chloro-N-methylpyrrolo[2,3-d]pyrimidin-4-amine